tetramethyl-p-diaminobiphenyl CC1=C(C(=C(C(C1(C1=CC=CC=C1)N)C)C)N)C